1-(6-((4-(5-(azetidin-1-yl)pyridin-3-yl)-1H-1,2,3-triazol-1-yl)methyl)-1H-indol-2-yl)-N-(cyclobutylmethyl)methylamine N1(CCC1)C=1C=C(C=NC1)C=1N=NN(C1)CC1=CC=C2C=C(NC2=C1)CNCC1CCC1